5-(4-fluorophenoxy)pyrazin-2-amine FC1=CC=C(OC=2N=CC(=NC2)N)C=C1